FC(C#N)(C(F)(F)F)C(F)(F)F 2,3,3,3-Tetrafluoro-2-(trifluoromethyl)propannitril